ClC=1C=C(C=CC1)[C@@H]1[C@H](C1)C1=NC2=CC(=CC=C2C(=C1)OC)N(C(OC(C)(C)C)=O)CC=1N=C2N(C=C(C=C2N2C(N(C(C2)=O)C)=O)C2CC2)C1 |r| rac-tert-butyl (2-((1S*,2S*)-2-(3-chlorophenyl)cyclopropyl)-4-methoxyquinolin-7-yl)((6-cyclopropyl-8-(3-methyl-2,4-dioxoimidazolidin-1-yl)imidazo[1,2-a]pyridin-2-yl)methyl)carbamate